S(=O)(=O)([O-])[O-].[Sr+2].[Ba+2].COC=1C=C2C(=NC=NC2=CC1OC)NC1=CC=C(C=C1)C.S(=O)(=O)([O-])[O-] 6,7-dimethoxy-4-(p-tolylamino)quinazolin barium-strontium sulfate